N,N-dimethyl-6-[5-(6-methyl-2-pyridyl)-1H-pyrazol-4-yl]-1,5-naphthyridine-3-carboxamide CN(C(=O)C=1C=NC2=CC=C(N=C2C1)C=1C=NNC1C1=NC(=CC=C1)C)C